triethylene glycol di(beta-ethylbutyrate) C(C)C(CC(=O)OCCOCCOCCOC(CC(C)CC)=O)C